C(C)(C)(C)O[SiH](NC(C)(C)C)OC(C)(C)C di-tert-butoxy(tert-butylamino)silane